N-((1r,4r)-4-(3-chloro-4-cyanophenoxy)cyclohexyl)-6-(8-((2-(2,6-dioxopiperidin-3-yl)-4-fluoro-1-oxoisoindolin-5-yl)methyl)-3,8-diazabicyclo[3.2.1]octan-3-yl)pyridazine-3-carboxamide ClC=1C=C(OC2CCC(CC2)NC(=O)C=2N=NC(=CC2)N2CC3CCC(C2)N3CC=3C(=C2CN(C(C2=CC3)=O)C3C(NC(CC3)=O)=O)F)C=CC1C#N